1-(6-{[({3-fluorobicyclo[1.1.1]pentan-1-yl}methyl)amino]methyl}imidazo[1,2-a]pyridin-2-yl)methanamine trihydrochloride Cl.Cl.Cl.FC12CC(C1)(C2)CNCC=2C=CC=1N(C2)C=C(N1)CN